ClC1=C(C=CC=C1)[C@@H]([C@@H](C)C=1N(C(C(=C(N1)C(=O)NC=1C=NOC1)O)=O)C)N1N=CC(=C1)C(C)C 2-((1R,2R)-1-(2-chlorophenyl)-1-(4-isopropyl-1H-pyrazol-1-yl)propan-2-yl)-5-hydroxy-N-(isoxazol-4-yl)-1-methyl-6-oxo-1,6-dihydropyrimidine-4-carboxamide